2-(6-fluoro-1H-indol-3-yl)-N-(3-methylpiperidin-4-yl)acetamide FC1=CC=C2C(=CNC2=C1)CC(=O)NC1C(CNCC1)C